N,N'-bis[4-(9H-carbazol-9-yl)phenyl]-N,N'-diphenyl-4,4'-stilbenediamine C1=CC=CC=2C3=CC=CC=C3N(C12)C1=CC=C(C=C1)N(C1=CC=C(C=C1)C=CC1=CC=C(C=C1)N(C1=CC=CC=C1)C1=CC=C(C=C1)N1C2=CC=CC=C2C=2C=CC=CC12)C1=CC=CC=C1